(R/S)-N-(4-((8-fluoro-2,4,5-trimethyl-4,5-dihydrothiazolo[5,4-c]quinolin-6-yl)amino)-5-(propanoyl-3,3,3-d3)pyridin-2-yl)cyclopropanecarboxamide FC1=CC=2C3=C([C@H](N(C2C(=C1)NC1=CC(=NC=C1C(CC([2H])([2H])[2H])=O)NC(=O)C1CC1)C)C)SC(=N3)C |r|